acryloyloxyphthalic acid ethyl ester C(C)OC(C=1C(C(=O)O)=C(C=CC1)OC(C=C)=O)=O